propionyl-2',3'-dihydro-2H,4H-spiro[benzo[b][1,4]oxazin-3,1'-indene]-2-one C(CC)(=O)C1C2(C3=CC=CC=C3C1)NC1=C(OC2=O)C=CC=C1